C(C)(C)(C)[C@@H](CCC)N(NC(=O)C=1SC=CC1)C(C1=CC(=CC(=C1)C)C)=O (R)-3,5-Dimethyl-benzoic acid N-(1-tert-butyl-butyl)-N'-(thiophene-2-carbonyl)-hydrazide